Cl.CN1N=C2C(=CC(=CC2=C1)C1=CC=C2C(N(C=NC2=C1)C1CC(NC(C1)(C)C)(C)C)=O)C 7-(2,7-dimethyl-2H-indazol-5-yl)-3-(2,2,6,6-tetramethylpiperidin-4-yl)quinazolin-4(3H)-one hydrochloride